Octahydro-4,7-methylene-1H-indenedimethanol C1C2C3CC(C(C3C1CC2)CO)CO